CN(C(/C=C/CC[C@H](C(=O)NC1=CN=CN(C1=O)CC=1NC2=C(C=C(C=C2C1)F)CC(C)(C)C)CN(C([O-])=O)C)=O)C (S,E)-7-(Dimethylamino)-1-((1-((5-fluoro-7-neopentyl-1H-indol-2-yl)methyl)-6-oxo-1,6-dihydropyrimidin-5-yl)amino)-1,7-dioxohept-5-en-2-yl-dimethylcarbamat